tert-butyl 2-[2-[2-[[3-(2-amino-6-chloro-pyrimidin-4-yl)-1-(difluoromethyl)pyrazol-4-yl]methyl]phenoxy]ethyl-(2-hydroxyethyl)amino]acetate NC1=NC(=CC(=N1)C1=NN(C=C1CC1=C(OCCN(CC(=O)OC(C)(C)C)CCO)C=CC=C1)C(F)F)Cl